(10-(9H-carbazol-9-yl)decyl)-3-(4-methylbenzyl)-1H-imidazole C1=CC=CC=2C3=CC=CC=C3N(C12)CCCCCCCCCCN1CN(C=C1)CC1=CC=C(C=C1)C